ClC1=NC=CC(=C1N)C1=C(C=CC=C1)F 2-chloro-4-(2-fluorophenyl)pyridin-3-amine